tert-butyl N-[2-[2-[2-[2-[2-(2-aminoethoxy)ethoxy]-ethoxy]ethoxy]-ethoxy]ethyl]-carbamate NCCOCCOCCOCCOCCOCCNC(OC(C)(C)C)=O